C(C)S(=O)(=O)C1=NN2C(N=CC=C2OC2=CC(=CC=C2)F)=C1C1=NC=2C(=NC=C(C2)C(F)(F)F)N1C 2-(2-(ethylsulfonyl)-7-(3-fluorophenoxy)pyrazolo[1,5-a]pyrimidin-3-yl)-3-methyl-6-(trifluoromethyl)-3H-imidazo[4,5-b]pyridine